1-n-butyl-1-methylpiperidinium C(CCC)[N+]1(CCCCC1)C